tert-butyl (2R,5S)-4-((S)-2-(azetidin-3-yl)-6-chloro-8-fluoro-7-(2-fluoro-6-methoxyphenyl)quinazolin-4-yl)-2,5-dimethylpiperazine-1-carboxylate N1CC(C1)C1=NC2=C(C(=C(C=C2C(=N1)N1C[C@H](N(C[C@@H]1C)C(=O)OC(C)(C)C)C)Cl)C1=C(C=CC=C1OC)F)F